C1(=CC=CC=C1)P(C1=C(C2=CC=CC=C2C=C1)C(=O)N[C@@H]1[C@H](CCCC1)NC(=O)C1=C(C=CC2=CC=CC=C12)P(C1=CC=CC=C1)C1=CC=CC=C1)C1=CC=CC=C1 (1S,2S)-(-)-N,N'-bis(2-diphenylphosphino-1-naphthaloyl)-1,2-cyclohexanediamine